(2R,5S)-tert-butyl 5-methyl-2-(2-(4-methylpiperazin-1-yl)benzo[d]thiazol-5-yl)piperidine-1-carboxylate C[C@H]1CC[C@@H](N(C1)C(=O)OC(C)(C)C)C=1C=CC2=C(N=C(S2)N2CCN(CC2)C)C1